5-bromo-3-(3-fluoro-2-isopropoxy-benzyloxy)-pyridin-2-ylamine BrC=1C=C(C(=NC1)N)OCC1=C(C(=CC=C1)F)OC(C)C